C(#N)C1=CC=C(CNC(=O)C2=NN(C=3C(N(CCC32)CC3(CC3)S(=O)(=O)C(C)(C[C@@H](C)O)C)=O)C)C=C1 |o1:29| (R)- or (S)-N-(4-Cyanobenzyl)-6-((1-((4-hydroxy-2-methylpentan-2-yl)sulfonyl)cyclopropyl)methyl)-1-methyl-7-oxo-4,5,6,7-tetrahydro-1H-pyrazolo[3,4-c]pyridine-3-carboxamide